(R)-2-(2-hydroxypropan-2-yl)-N'-((2,4,5,6-tetrahydro-1H-cyclobuta[f]inden-3-yl)carbamoyl)thiazole-5-sulfonimidamide OC(C)(C)C=1SC(=CN1)[S@@](=O)(N)=NC(NC1=C2C(=CC=3CCCC13)CC2)=O